4-((2-(diethylamino)ethyl)amino)benzamide Sodium 2,3-dimercaptopropanesulfonate SC(CS(=O)(=O)[O-])CS.[Na+].C(C)N(CCNC1=CC=C(C(=O)N)C=C1)CC